CC(C)(C)C1=CC=C(C=C1)C(CC(=O)C1=CC=C(C=C1)OC)=O 1-(4-(1,1-Dimethylethyl)phenyl)-3-(4-methoxyphenyl)propan-1,3-dion